C1=CC=C2C(=C1)C=CC(O2)C(=O)N chromenecarboxamide